ClC1=NC(=NC(=C1)Cl)NC(OC(C)(C)C)=O tert-butyl (4,6-dichloropyrimidin-2-yl)carbamate